NC=1C(NC(N(N1)C1=CC(=C(C(=C1)Cl)OC=1C=C2C3(C(NC2=C(C1)F)=O)CCC3)Cl)=O)=O 6-amino-2-(3,5-dichloro-4-((7'-fluoro-2'-oxospiro[cyclobutane-1,3'-indolin]-5'-yl)oxy)phenyl)-1,2,4-triazine-3,5(2H,4H)-dione